N-(decyloxy)-4-(dimethylamino)butyramide C(CCCCCCCCC)ONC(CCCN(C)C)=O